1-(9Z-pentadecenoyl)-2-(9Z,12Z-octadecadienoyl)-glycero-3-phospho-(1'-sn-glycerol) CCCCC/C=C\CCCCCCCC(=O)OC[C@H](COP(=O)(O)OC[C@H](CO)O)OC(=O)CCCCCCC/C=C\C/C=C\CCCCC